C(C1=CC=CC=C1)N(CCOC(C(=O)O)C)CC1=CC=CC=C1 2-(2-(dibenzylamino)ethoxy)propionic acid